COCC(=O)C1=CC(=NC=C1)NC([C@H](C1CCC(CC1)C)NC(OC(C)(C)C)=O)=O Tert-butyl ((S)-2-((4-(2-methoxyacetyl)pyridin-2-yl)amino)-1-((1r,4S)-4-methylcyclohexyl)-2-oxoethyl)carbamate